5-(4-(methylsulfonyl)phenyl)-2-(1-(1-(5-vinylpyridin-2-yl)piperidin-4-yl)ethoxy)thiazolo[5,4-b]pyridine CS(=O)(=O)C1=CC=C(C=C1)C1=CC=C2C(=N1)SC(=N2)OC(C)C2CCN(CC2)C2=NC=C(C=C2)C=C